N-(4-{[3-(4-{[1-(2-hydroxy-3-methoxypropyl)piperidin-4-yl]amino}-1-(2,2,2-trifluoroethyl)-1H-indol-2-yl)prop-2-yn-1-yl]amino}-3-methoxybenzenesulfonyl)-N-methylpropanamide OC(CN1CCC(CC1)NC1=C2C=C(N(C2=CC=C1)CC(F)(F)F)C#CCNC1=C(C=C(C=C1)S(=O)(=O)N(C(CC)=O)C)OC)COC